1-(6-bromopyridin-2-yl)-3-ethoxycarbonyl-thiourea BrC1=CC=CC(=N1)NC(=S)NC(=O)OCC